FC1(CC2(C1)CN(CC2)C2=C1C=CN(C(C1=CN=C2)=O)CC=2N=C1N(C=C(C=C1)CNCC1CC(C1)F)C2)F 5-{2,2-difluoro-6-azaspiro[3.4]octan-6-yl}-2-{[6-({[(3-fluorocyclobutyl)methyl]amino}methyl)imidazo[1,2-a]pyridin-2-yl]methyl}-1,2-dihydro-2,7-naphthyridin-1-one